C(C)(C)O[Si](F)(OC(C)C)OC(C)C triisopropoxyfluorosilane